C[C@@H](C(=O)NCCOC(=O)C[C@](CC(=O)O)(C(=O)O)O)N1C(=O)CCC1(C(=O)O)O The molecule is a tricarboxylic acid that is citric acid in which the pro-R carboxy group has been esterified with the primary hydroxy group of 2-hydroxy-1-{(2S)-1-[(2-hydroxyethyl)amino]-1-oxopropan-2-yl}-5-oxoproline. It is a siderophore isolated from bacteria closely associated or symbiotic with toxic, bloom-forming dinoflagellates. It has a role as a siderophore and a marine metabolite. It is a tertiary alcohol, a member of pyrrolidin-2-ones, a tricarboxylic acid, a carboxylic ester and a N-acyl hemiaminal. It derives from a citric acid. It is a conjugate acid of a vibrioferrin(3-).